FC1=C(C=CC=C1)CNC(=O)N1CC=2CN(CC2C1)S(=O)(=O)C1=NC=CC=C1 N-[(2-fluorophenyl)methyl]-5-(pyridine-2-sulfonyl)-1H,2H,3H,4H,5H,6H-pyrrolo[3,4-c]pyrrole-2-carboxamide